tert-butyl 3-(4,4,5,5-tetramethyl-1,3,2-dioxaborolan-2-yl)-7-(trifluoromethyl)indole-1-carboxylate CC1(OB(OC1(C)C)C1=CN(C2=C(C=CC=C12)C(F)(F)F)C(=O)OC(C)(C)C)C